((3-Chloro-5-(2-phenylacetamido)phenyl)carbamoyl)(3-(pyridin-2-ylmethyl)-1,2,3-oxadiazol-3-ium-5-yl)amide ClC=1C=C(C=C(C1)NC(CC1=CC=CC=C1)=O)NC(=O)[N-]C1=C[N+](=NO1)CC1=NC=CC=C1